C(C)(C)(C)OC(N[C@@H](CCN1N=C(C=2C(=NC=CC21)NCC2=C(C=C(C=C2)OC)OC)I)C)=O N-[(1R)-3-[4-[(2,4-Dimethoxyphenyl)methylamino]-3-iodo-pyrazolo[4,3-c]pyridin-1-yl]-1-methyl-propyl]carbamic acid tert-butyl ester